C(C1=CC=CC=C1)OC1=CC(=C(C=C1)CNC1=NC(=NC=2N1N=CC2C(C)C)SC)N2N=CC=C2 N-[[4-(benzyloxy)-2-(pyrazol-1-yl)phenyl]methyl]-8-isopropyl-2-(methylsulfanyl)pyrazolo[1,5-a][1,3,5]triazin-4-amine